FC(C1=CC=C(CN2C=CC3=CC=CC=C23)C=C1)(F)F 1-(4-(trifluoromethyl)benzyl)-1H-indol